(((1-(7-propoxybenzofuran-2-yl)ethyl)amino)methyl)cyclohexanol Cobalt (II) [Co+2].C(CC)OC1=CC=CC=2C=C(OC21)C(C)NCC2(CCCCC2)O